ethyl (R)-4-((1-(2-cyano-2-methylpropanoyl)piperidin-3-yl)amino)-1H-pyrrolo[2,3-b]pyridine-5-carboxylate C(#N)C(C(=O)N1C[C@@H](CCC1)NC1=C2C(=NC=C1C(=O)OCC)NC=C2)(C)C